8-chloro-6-methyl-2-(methylsulfinyl)pyrido[3,4-d]pyrimidine ClC1=NC(=CC2=C1N=C(N=C2)S(=O)C)C